(1r,3R,5S,7r)-3,5-difluoroadamantane-1-carboxamide F[C@]12CC3(CC(C[C@@](C1)(C3)F)C2)C(=O)N